tert-butyl (E)-(2-((4-(5-bromo-3-fluoropyridin-2-yl)-5-oxo-4,5-dihydro-1H-1,2,4-triazol-1-yl)methyl)-3-fluoroallyl)carbamate BrC=1C=C(C(=NC1)N1C=NN(C1=O)C\C(\CNC(OC(C)(C)C)=O)=C\F)F